2-(fluoromethyl)-N-(8-(methylamino)-5-(5-((S)-2-methylmorpholino)benzo[d]oxazol-2-yl)-2,7-naphthyridin-3-yl)cyclopropane-1-carboxamide FCC1C(C1)C(=O)NC=1N=CC2=C(N=CC(=C2C1)C=1OC2=C(N1)C=C(C=C2)N2C[C@@H](OCC2)C)NC